t-Butyl (S)-3-(4-(3-cyano-4-hydroxypyrazolo[1,5-a]pyridin-6-yl)-1H-pyrazol-1-yl)pyrrolidine-1-carboxylate C(#N)C=1C=NN2C1C(=CC(=C2)C=2C=NN(C2)[C@@H]2CN(CC2)C(=O)OC(C)(C)C)O